C1(CC1)NC(=O)C=1C=CC(=C(C1)C=1C=NC(=C(C(=O)NC2C(C2)C)C1)NC(CO)(C)C)C 5-(5-(cyclopropylcarbamoyl)-2-methylphenyl)-2-((1-hydroxy-2-methylpropan-2-yl)amino)-N-(2-methylcyclopropyl)nicotinamide